O1N=C(C2=C1C=CC=C2)C(=O)N 1,2-benzoxazole-3-carboxamide